(3R)-3-(4-chlorophenyl)-2-[(5-chloropyridin-2-yl)methyl]-4-fluoro-6-{1-hydroxy-1-[1-(1,3-oxazole-2-carbonyl)piperidin-4-yl]ethyl}-3-methoxy-2,3-dihydro-1H-isoindol-1-one ClC1=CC=C(C=C1)[C@@]1(N(C(C2=CC(=CC(=C12)F)C(C)(C1CCN(CC1)C(=O)C=1OC=CN1)O)=O)CC1=NC=C(C=C1)Cl)OC